C(CCC=CCCC)[Si](OCC)(OCC)OCC 4-octenyltriethoxysilane